2,2-difluorospiro[2.2]pentan FC1(CC12CC2)F